NC(=NS(=O)(=O)C1=CC=C(C=C1)C)C1=C(C=CC=C1)C N-[amino(2-methylphenyl)methylene]-4-(methyl)benzenesulfonamide